2-[(1R,11S)-7-oxo-3,6-diazatetracyclo[9.2.1.02,10.03,9]tetradeca-2(10),8-dien-6-yl]pyridine-3-carbaldehyde O=C1N(CCN2C=3[C@@H]4CC[C@H](C3C2=C1)C4)C4=NC=CC=C4C=O